(R)-6-(3-((3-hydroxy-1-methyl-2-oxopyrrolidin-3-yl)ethynyl)phenyl)-4-methoxypyridinecarboxamide O[C@@]1(C(N(CC1)C)=O)C#CC=1C=C(C=CC1)C1=CC(=CC(=N1)C(=O)N)OC